FC1(CCN(CCC1)C1=C(C(=O)NC=2C=C(C=CC2)[S@](=O)(C)=NC(OC(C)(C)C)=O)C(=CC(=N1)C(F)(F)F)C)F tert-butyl (R)-((3-(2-(4,4-difluoroazepan-1-yl)-4-methyl-6-(trifluoromethyl)nicotinamido)phenyl)(methyl)(oxo)-λ6-sulfaneylidene)carbamate